C(CC1=CC=CC=C1)NC1=CC=CC=C1 N-phenethylaniline